C(C)(C)NC(O[C@H]1C[C@H](CC1)C=1NN=C(C1)NC(CC1=CC(=C(C=C1)C=O)O)=O)=O (1R,3S)-3-{5-[2-(4-formyl-3-hydroxyphenyl)acetamido]-2H-pyrazol-3-yl}cyclopentyl N-isopropylcarbamate